4-[4-(but-3-yn-1-yl)piperidin-1-yl]pyridin C(CC#C)C1CCN(CC1)C1=CC=NC=C1